C(C1=CC=CO1)NC=1C=2N=CN([C@H]3[C@H](O)[C@H](O)[C@@H](CO)O3)C2N=CN1 N6-furfuryladenosine